tert-butyl N-[(1S)-2-methyl-1-{[(1S)-1-{[4-({[methyl({2-methyl-1-[(4-nitrophenoxycarbonyl)oxy]propan-2-yl})carbamoyl]oxy}methyl)phenyl]carbamoyl}ethyl]carbamoyl}propyl]carbamate CC([C@@H](C(N[C@@H](C)C(NC1=CC=C(C=C1)COC(N(C(COC(=O)OC1=CC=C(C=C1)[N+](=O)[O-])(C)C)C)=O)=O)=O)NC(OC(C)(C)C)=O)C